2-imidazol-1-ylacetonitrile N1(C=NC=C1)CC#N